3-fluoro-N-{4-fluoro-3-[5-(pyridin-4-yl)-2H-pyrazolo[3,4-b]pyridin-2-yl]phenyl}azetidine FC1CN(C1)C1=CC(=C(C=C1)F)N1N=C2N=CC(=CC2=C1)C1=CC=NC=C1